C(C)(C)(C)OC(=O)NC1CC2=CC=C(C=C2C1)C1=CN=C2C(N(C=NN21)CC2(CCN(CC2)C(=O)OCC2=CC=CC=C2)O)=O benzyl 4-((7-(2-((tert-butoxycarbonyl) amino)-2,3-dihydro-1H-inden-5-yl)-4-oxoimidazo[2,1-f][1,2,4]triazin-3(4H)-yl) methyl)-4-hydroxypiperidine-1-carboxylate